C(\C=C/C(=O)O)(=O)O.C(\C=C/C(=O)O)(=O)O.C(\C=C/C(=O)O)(=O)O.NCCNCCNCCN triethylenetetramine trimaleate